[(1S)-2,2-difluorocyclopropyl]{(1R,5S)-3-[2-({5-fluoro-6-[(3R)-3-hydroxypyrrolidin-1-yl]pyridin-3-yl}amino)pyrimidin-4-yl]-3,8-diazabicyclo[3.2.1]oct-8-yl}methanone FC1([C@@H](C1)C(=O)N1[C@H]2CN(C[C@@H]1CC2)C2=NC(=NC=C2)NC=2C=NC(=C(C2)F)N2C[C@@H](CC2)O)F